FC1=C(C=C2C=C(N=CC2=C1)NC(OCC1CC1)=O)C1=C(C2=C(OCCN2)N=C1)C Cyclopropylmethyl (7-fluoro-6-(8-methyl-2,3-dihydro-1H-pyrido[2,3-b][1,4]oxazin-7-yl)isoquinolin-3-yl)carbamate